(4-(2-(aminomethyl)benzofuran-7-yl)phenyl)(morpholino)methanone NCC=1OC2=C(C1)C=CC=C2C2=CC=C(C=C2)C(=O)N2CCOCC2